methyl 2,4-dimethylbenzoyl-phenylphosphinate CC1=C(C(=O)P(OC)(=O)C2=CC=CC=C2)C=CC(=C1)C